pentyl-selenium C(CCCC)[Se]